iso-Pentanol C(CC(C)C)O